6-(4-amino-3-phenylpiperidin-1-yl)-3-(2,3-dichlorophenyl)-1H-pyrazolo[3,4-d]pyrimidine-4-carboxamide NC1C(CN(CC1)C1=NC(=C2C(=N1)NN=C2C2=C(C(=CC=C2)Cl)Cl)C(=O)N)C2=CC=CC=C2